(E)-3-(4-((7-hydroxy-3-(4-(trifluoromethoxy)benzoyl)quinolin-4-yl)oxy)phenyl)acrylic acid OC1=CC=C2C(=C(C=NC2=C1)C(C1=CC=C(C=C1)OC(F)(F)F)=O)OC1=CC=C(C=C1)/C=C/C(=O)O